C(C)(C)C=1N(C=CC1C(=O)O)CCCC=1C=NN(C1)C 2-Isopropyl-1-(3-(1-methyl-1H-pyrazole-4-yl)propyl)-1H-pyrrole-3-carboxylic acid